(Z)-2-(2-(benzo[d]thiazol-2-yl)hydrazineylidene)-5-fluoro-2,3-dihydro-1H-inden-1-one S1C(=NC2=C1C=CC=C2)N\N=C\2/C(C1=CC=C(C=C1C2)F)=O